BrC=1C=CC(N(C1)C(C(=O)C1=C(N(C(=C1)C)CC1=NOC(=C1)C)C)C)=O 5-bromo-1-(1-(2,5-dimethyl-1-((5-methylisoxazol-3-yl)methyl)-1H-pyrrol-3-yl)-1-oxopropan-2-yl)pyridin-2(1H)-one